4-methyl-N1-(3-phenylpropyl)-1,2-phenylenediamine CC1=CC(=C(C=C1)NCCCC2=CC=CC=C2)N